FC=1N=CN(C1C(=O)OCC)[C@H](C)C1=CC=CC=C1 ethyl (R)-4-fluoro-1-(1-phenylethyl)-1H-imidazole-5-carboxylate